CN(C(C#C)=O)C N,N-dimethylpropynamide